C(C)(C)(C)[Si](C)(C)OC=1C=C2C(=NNC2=C(C1)F)I tert-butyl-[(7-fluoro-3-iodo-1H-indazol-5-yl)oxy]-dimethyl-silane